C(C(C(CCCC)O)O)O heptane-1,2,3-triol